(2-(3-bromo-2-fluorophenyl)-2,2-difluoroethoxy)-N,N-dimethylethan-1-amine BrC=1C(=C(C=CC1)C(COC(C)N(C)C)(F)F)F